N-(6-(4-Methylsulfonylbenzenesulfonyl)benzo[d]thiazol-2-yl)furan-2-carboxamide CS(=O)(=O)C1=CC=C(C=C1)S(=O)(=O)C1=CC2=C(N=C(S2)NC(=O)C=2OC=CC2)C=C1